C(C)N1N=C2C(=C1)CNC2 2-ethyl-2,4,5,6-tetrahydropyrrolo[3,4-c]pyrazole